CP(C(C)C1=CC=C(C=C1)C1=NOC(=N1)C(F)(F)F)(N1CCCCC1)=O methyl(piperidin-1-yl)(1-(4-(5-(trifluoromethyl)-1,2,4-oxadiazol-3-yl)phenyl)ethyl)phosphine oxide